1-(tert-butyl) 5-(2,5-dioxopyrrolidin-1-yl) 2-(4,7,10-tris(2-(tert-butoxy)-2-oxoethyl)-1,4,7,10-tetraazacyclododecan-1-yl)pentanedioate C(C)(C)(C)OC(CN1CCN(CCN(CCN(CC1)CC(OC(C)(C)C)=O)CC(OC(C)(C)C)=O)C(C(=O)OC(C)(C)C)CCC(=O)ON1C(CCC1=O)=O)=O